NC1=C(C2=CC=CC=C2C=C1)S(=O)(=O)N(C)C amino-N,N-dimethylnaphthalene-1-sulfonamide